FC1(CCC(CC1)N1C(=NC2=NC=C(C=C21)C=2C=CN1N=CN=C(C12)OC)C)F 1-(4,4-difluorocyclohexyl)-6-(4-methoxypyrrolo[2,1-f][1,2,4]triazin-5-yl)-2-methyl-1H-imidazo[4,5-b]pyridine